OC1=C(C=O)C=CC(=C1)N1C2=CC=CC=C2SC=2C=CC=CC12 2-hydroxy-4-(10H-phenothiazin-10-yl)benzaldehyde